1-(4-(3-chlorobenzyl)piperazinyl)-3-(2,4-dihydroxyphenyl)-1-propanone ClC=1C=C(CN2CCN(CC2)C(CCC2=C(C=C(C=C2)O)O)=O)C=CC1